CC=1C=CC(=C(C(=O)O)C1)NC(C(=CC1=CC2=CC=CC=C2C=C1)C)=O 5-methyl-2-(2-methyl-3-(naphthalen-2-yl)acrylamido)benzoic acid